N-(5-(3-(9H-purin-6-yl)pyridin-2-ylamino)-2-fluorophenyl)-3,4-bis(trifluoromethyl)benzamid N1=CN=C2NC=NC2=C1C=1C(=NC=CC1)NC=1C=CC(=C(C1)NC(C1=CC(=C(C=C1)C(F)(F)F)C(F)(F)F)=O)F